C1(CC1)C1=CC(=C(C=C1)C1=C2C(=C(N=N1)N[C@H]1CN(CCC1)C)COCC2)OCOC 1-[4-cyclopropyl-2-(methoxymethoxy)phenyl]-N-[(3R)-1-methylpiperidin-3-yl]-7,8-dihydro-5H-pyrano[3,4-d]pyridazin-4-amine